3-(6-(((S)-1-(Isoquinolin-3-ylmethyl)pyrrolidin-3-yl)oxy)-1-oxoisoindolin-2-yl)-piperidine-2,6-dione C1=NC(=CC2=CC=CC=C12)CN1C[C@H](CC1)OC1=CC=C2CN(C(C2=C1)=O)C1C(NC(CC1)=O)=O